9-(1-methylpyrazol-4-yl)-1-(1-prop-2-enoyl-2,3-dihydroindol-6-yl)benzo[h][1,6]naphthyridin-2-one CN1N=CC(=C1)C1=CC=2C(=NC=C3C=CC(N(C23)C2=CC=C3CCN(C3=C2)C(C=C)=O)=O)C=C1